C(CCCCCCCCCCC)C(OC(OCCCN(C)C)=O)CCC(OCC(CCCCCC\C=C/C\C=C/CCCCCCCC(=O)[O-])CCCCCC\C=C/C\C=C/CCCCCCCC(=O)[O-])=O (9Z,9'Z,12Z,12'Z)-2-(9-dodecyl-2-methyl-7,12-dioxo-6,8,13-trioxa-2-azatetradecan-14-yl)propane-1,3-diylbis(octadeca-9,12-dienoate)